C(C)(C)(C)OC(N(C)C1=CC(=C(C(=C1)[N+](=O)[O-])OC)C1=NN(C=C1)C)=O (4-methoxy-3-(1-methyl-1H-pyrazol-3-yl)-5-nitrophenyl)(methyl)carbamic acid tert-butyl ester